N1N=CC2=CC(=CC=C12)[C@@H]1N(C[C@H](CC1)C)C(C(=O)NC=1C=2C(C(=NC1)N)=CN(N2)COCC[Si](C)(C)C)=O 2-((2R,5S)-2-(1H-indazol-5-yl)-5-methylpiperidin-1-yl)-N-(4-amino-2-((2-(trimethylsilyl)ethoxy)methyl)-2H-pyrazolo[4,3-c]pyridin-7-yl)-2-oxoacetamide